C1(=C(C=CC=C1)P(=O)(C1=C(C=CC=C1)C)OCC[N+](C)(C)C)C ditolyl-phosphorylcholine